2,2-Bis[4-(4-aminophenoxy)phenyl]propane methyl-3-chloro-2-methoxy-5,6,7,8-tetrahydro-1-naphthoate COC(=O)C1=C(C(=CC=2CCCCC12)Cl)OC.NC1=CC=C(OC2=CC=C(C=C2)C(C)(C)C2=CC=C(C=C2)OC2=CC=C(C=C2)N)C=C1